FC(C1=C(SC=2NC(=C(C21)C(C)C)C=2C=C(C=1N(C2)N=CN1)C)C1CCNCC1)F 3-(difluoromethyl)-4-isopropyl-5-(8-methyl-[1,2,4]triazolo[1,5-a]pyridin-6-yl)-2-(piperidin-4-yl)-6H-thieno[2,3-b]pyrrole